Z-5-decenol C(CCC\C=C/CCCC)O